ClC1=NC=C(C(=C1)N1[C@@H](CN(CC1)CC[C@@H]1CC[C@H](CC1)NC(=O)C1(CC1)O)C)Cl N-(trans-4-(2-((R)-4-(2,5-dichloropyridin-4-yl)-3-methylpiperazin-1-yl)ethyl)cyclohexyl)-1-hydroxycyclopropane-1-carboxamide